1-(trifluoro-methyl)pyrazole-3-carbaldehyde FC(N1N=C(C=C1)C=O)(F)F